4-fluoro-N-((1S,2S)-2-methyl-1-(5-(2-methyl-pyrimidin-4-yl)-5,6,7,8-tetrahydro-1,5-naphthyridin-2-yl)cyclopropyl)benzamide FC1=CC=C(C(=O)N[C@@]2([C@H](C2)C)C2=NC=3CCCN(C3C=C2)C2=NC(=NC=C2)C)C=C1